tetraethyleneglycol e-tosylate S(=O)(=O)(C1=CC=C(C)C=C1)OCCOCCOCCOCCO